ClC1=CC2=C(N=C(N=C2)NC2CCN(CC2)C(=O)OC(C)(C)C)N(C1=O)C(C)C 1-Tert-butyl 4-[(6-chloro-8-isopropyl-7-oxo-pyrido[2,3-d]pyrimidin-2-yl)amino]piperidine-1-carboxylate